CN1C(=NC=C1C)C1=CC(=C(C=C1)NC=1N=CC2=C(N1)C(=NC(=C2)C)N2CC1(C2)CCOCC1)OC N-(4-(1,5-dimethyl-1H-imidazol-2-yl)-2-methoxyphenyl)-6-methyl-8-(7-oxa-2-azaspiro[3.5]nonan-2-yl)pyrido[3,4-d]pyrimidin-2-amine